C1=CC(=CC=C1NC(=O)N)Cl N-(4-chlorophenyl)urea